O1C(=CC=C1)C(=O)[O-].[Cu+2].O1C(=CC=C1)C(=O)[O-] copper oxolate